N1N=CN=C1C1CN(C1)C(=O)N1CC2(C1)CC(C2)CC2=NC=C(C=C2)OC(F)(F)F [3-(1H-1,2,4-triazol-5-yl)azetidin-1-yl]-[6-[[5-(trifluoromethoxy)-2-pyridinyl]methyl]-2-azaspiro[3.3]heptan-2-yl]methanone